cis-1-(6-cyclopropyl-4-(3-methyl-1-(4-methyl-4H-1,2,4-triazol-3-yl)cyclobutyl)pyridin-2-yl)-4-(((2-(difluoromethoxy)ethyl)amino)methyl)-6-fluorobenz[cd]indol-2(1H)-one C1(CC1)C1=CC(=CC(=N1)N1C(C2=C3C(C(=CC=C13)F)=CC(=C2)CNCCOC(F)F)=O)C2(CC(C2)C)C2=NN=CN2C